(2,6-Dichloropyridin-4-yl)methyl methyl-L-valinate hydrochloride Cl.CN[C@@H](C(C)C)C(=O)OCC1=CC(=NC(=C1)Cl)Cl